3-(2-(4,8-dimethylnon-3-en-1-yl)-1,3-dioxan-4-yl)-1-phenylpropan-1-one CC(=CCCC1OCCC(O1)CCC(=O)C1=CC=CC=C1)CCCC(C)C